methyl 2-((6-chloro-5-(2'-hydroxy-[1,1'-biphenyl]-4-yl)-1-(tetrahydro-2H-pyran-2-yl)-1H-indazol-3-yl)thio)acetate ClC1=C(C=C2C(=NN(C2=C1)C1OCCCC1)SCC(=O)OC)C1=CC=C(C=C1)C1=C(C=CC=C1)O